3-amino-uridine diphosphate P(O)(=O)(OP(=O)(O)O)OC[C@@H]1[C@H]([C@H]([C@@H](O1)N1C(=O)N(C(=O)C=C1)N)O)O